IC=1C(=C(C=C(C1)I)C(C1=CC(=C(C(=C1)I)OCC1OC1)I)C1=CC(=C(C(=C1)I)OCC1OC1)I)OCC1OC1 2,2'-(((((3,5-diiodo-2-(oxiran-2-ylmethoxy)phenyl)methylene)bis(2,6-diiodo-4,1-phenylene))bis(oxy))bis(methylene))bis(oxirane)